FC(CC(C(=O)C1=CC=CC=C1)(C1=CC=CC=C1)C)(C(C(C(F)(F)F)(F)F)(F)F)F 4,4,5,5,6,6,7,7,7-nonafluoro-2-methyl-1,2-diphenylheptan-1-one